FC1(CCC(CC1)[C@H](NC(=O)C=1N=C(OC1)CCC(F)(F)F)C1=NC2=C(N1)C=CC(=C2)[C@@H](C)NC(CCC(F)(F)F)=O)F N-((S)-(4,4-Difluorocyclohexyl)(5-((R)-1-(4,4,4-trifluorobutanamido)ethyl)-1H-benzo[d]imidazol-2-yl)methyl)-2-(3,3,3-trifluoropropyl)oxazole-4-carboxamide